p-trifluoromethyl-benzyl-homocysteine FC(C1=CC=C(CN[C@@H](CCS)C(=O)O)C=C1)(F)F